1-(2-pyridinyl)-2-{[2-(2-thienyl)-1,3-thiazol-4-yl]carbonyl}-2,3,4,9-tetrahydro-1H-beta-carboline N1=C(C=CC=C1)C1N(CCC=2C3=CC=CC=C3NC12)C(=O)C=1N=C(SC1)C=1SC=CC1